COC1=NC(=CC=C1NC(=O)C=1C(=NOC1C)C1=CC=CC=C1)C=1C=CC2=C(N(N=N2)C)C1 (2-methoxy-6-(1-methyl-1H-benzo[d][1,2,3]triazol-6-yl)pyridin-3-yl)-5-methyl-3-phenylisoxazole-4-carboxamide